C(C)(C)(C)OC(N(C([2H])([2H])[2H])C=1C=C(C=C2C3=C(NC12)N=C(N=C3SC)SC)F)=O (6-fluoro-2,4-bis(methylthio)-9H-pyrimido[4,5-b]indol-8-yl)(methyl-d3)carbamic acid tert-butyl ester